Hexafluoro-2,3-bis(trifluoromethyl)-2,3-butanediol FC(C(C(C(F)(F)F)(O)C(F)(F)F)(O)C(F)(F)F)(F)F